[Si](C)(C)(C(C)(C)C)OCCN1CCC12CC(C2)C(=O)N(C)[C@H](C(F)(F)F)C2=NC=C(C=C2)NC2C(C1=CC=CC=C1C2)(C)C 1-(2-((tert-Butyldimethylsilyl)oxy)ethyl)-N-((1S)-1-(5-((1,1-dimethyl-2,3-dihydro-1H-inden-2-yl)amino)pyridin-2-yl)-2,2,2-trifluoroethyl)-N-methyl-1-azaspiro[3.3]heptane-6-carboxamide